tert-butyl 4-((4-(methoxycarbonyl)-2-nitrophenyl)amino)piperidine-1-carboxylate COC(=O)C1=CC(=C(C=C1)NC1CCN(CC1)C(=O)OC(C)(C)C)[N+](=O)[O-]